C(C)OC=1C=C(C=CC1OC)C(CSC)=O 1-(3-ethoxy-4-methoxyphenyl)-2-(methylthio)ethan-1-one